3-(2-(4-ethoxyphenyl)-1H-indol-1-yl)isobenzofuran-1(3H)-one C(C)OC1=CC=C(C=C1)C=1N(C2=CC=CC=C2C1)C1OC(C2=CC=CC=C12)=O